(6-(3-cyclopropyl-1H-1,2,4-triazol-1-yl)-2-azaspiro[3.3]heptan-2-yl)(3-(5-(2,4-difluorophenyl)-4H-1,2,4-triazol-3-yl)azetidin-1-yl)methanone C1(CC1)C1=NN(C=N1)C1CC2(CN(C2)C(=O)N2CC(C2)C2=NN=C(N2)C2=C(C=C(C=C2)F)F)C1